C(C)(C)(C)OC(=O)N1C(=CC=C1)OB(O)O (1-(tert-butoxycarbonyl)-1H-pyrrole-2-yl)boric acid